FC=1C=C(C=2N(C1)N=CC2C(=O)O)OC 6-fluoro-4-methoxypyrazolo[1,5-a]pyridine-3-carboxylic acid